O1COC(C2=C1C=CC=C2)CNCC=2SC1=C(C2)C=CC=C1 1-(1,3-benzodioxan-4-yl)-N-(benzothien-2-ylmethyl)-methaneamine